C(C1=CC=CC=C1)OCCCCOS(=O)(=O)C1=CC=C(C=C1)C.NC1=C(C(=O)NC=2SC=CN2)C=CC=C1 amino-N-(thiazol-2-yl)benzamide 4-benzyloxybutyl-4-methylbenzenesulfonate